Palmitic Acid sodium [Na].C(CCCCCCCCCCCCCCC)(=O)O